(5-iodo-7-toluenesulfonyl-7H-pyrrolo[2,3-d]pyrimidin-4-yl)-3-methylpiperazine-1-carboxylic acid tert-butyl ester C(C)(C)(C)OC(=O)N1C(C(NCC1)C)C=1C2=C(N=CN1)N(C=C2I)S(=O)(=O)CC2=CC=CC=C2